Cl.BrC(CN)=C 2-bromoprop-2-en-1-amine hydrochloride salt